4-(5-(1,3-Difluoro-5-(methylamino)-5,6,7,8-tetrahydronaphthalen-2-yl)-1H-pyrazolo[3,4-c]pyridin-3-yl)-N-methylbenzamide FC1=C(C(=CC=2C(CCCC12)NC)F)C=1C=C2C(=CN1)NN=C2C2=CC=C(C(=O)NC)C=C2